(±)-8-((cis)-3-hydroxycyclopentylamino)-3,7-dimethyl-1-((5-methyl-1H-indol-2-yl)methyl)-1H-purine-2,6(3H,7H)-dione O[C@H]1C[C@H](CC1)NC1=NC=2N(C(N(C(C2N1C)=O)CC=1NC2=CC=C(C=C2C1)C)=O)C |r|